[SH3+].[S+2] sulfur sulfonium